N-ethyl-diaminoethylamine C(C)NCC(N)N